(R)-1-(2,5-difluoropyridin-3-yl)ethyl (4-(5-(1-cyanocyclopropane-1-carboxamido)pyridin-2-yl)-1-methyl-1H-pyrazol-5-yl)carbamate C(#N)C1(CC1)C(=O)NC=1C=CC(=NC1)C=1C=NN(C1NC(O[C@H](C)C=1C(=NC=C(C1)F)F)=O)C